BrC(C(=O)C1=CC=C(C=C1)Cl)(F)F 2-bromo-1-(4-chlorophenyl)-2,2-difluoroethan-1-one